5-tert-butyl-2-methylamino-1,3,4-thiadiazole C(C)(C)(C)C1=NN=C(S1)NC